COC1=C(C=C(C=C1)C=1C=NN(C1)C1CCN(CC1)C(=O)OC(C)(C)C)S(NC=1C=NC=2CCNC(C2C1)=O)(=O)=O tert-Butyl 4-(4-(4-methoxy-3-(N-(5-oxo-5,6,7,8-tetrahydro-1,6-naphthyridin-3-yl)sulfamoyl)phenyl)-1H-pyrazol-1-yl)piperidine-1-carboxylate